2-(10,12-dimethyl-1-carbonyl-tetradecyl)4-hydroxy-L-ornithine CC(CCCCCCCCC(=C=O)[C@](N)(CC(CN)O)C(=O)O)CC(CC)C